NCC1=CC=C(C=C1)N1C(=NC=2C1=NC(=CC2)C(C)(C)O)C=2C(=NC=CC2)N 2-{3-[4-(aminomethyl)phenyl]-2-(2-aminopyridin-3-yl)imidazo[4,5-b]pyridin-5-yl}propan-2-ol